methyl-n-pentanone CCC(CCC)=O